Cl.FC1=C2C=C(N=NC2=CC(=C1)O)C1C[C@@H](N([C@@H](C1)C)C)C 5-fluoro-3-((2S,4R,6R)-1,2,6-trimethylpiperidin-4-yl)cinnolin-7-ol hydrochloride